1,2,3,4,5-pentachlorocyclohexane ClC1C(C(C(C(C1)Cl)Cl)Cl)Cl